C(#N)C=1C(=NN(C1NC)C=1C=NC=CC1)C1=CC=C(C=C1)CNC(C1=C(C=CC=C1)OC)=O N-[[4-[4-cyano-5-(methylamino)-1-(3-pyridinyl)pyrazol-3-yl]phenyl]methyl]-2-methoxy-benzamide